ClC(=O)N(C(CCCCCCCCC(=O)OCC(CCCCCC)CCCC)CCCCCCCCC(=O)OCC(CCCCCC)CCCC)CC1CN(CCC1)C bis(2-butyloctyl) 10-((chlorocarbonyl)((1-methylpiperidin-3-yl)methyl)amino)nonadecanedioate